N1(C=NC=C1)CC1=CC=C(C=C1)CN1C=NC=C1 1,4-bis(imidazole-1-ylmethyl)benzene